(E)-N-hydroxy-3-(2-(4-(2-(4-hydroxy-3-methoxyphenyl)acetyl)piperazin-1-yl)phenyl)acrylamide ONC(\C=C\C1=C(C=CC=C1)N1CCN(CC1)C(CC1=CC(=C(C=C1)O)OC)=O)=O